FC=1C=C(C=CC1B1OC(C(O1)(C)C)(C)C)C1N(CCOC1)C(=O)OC(C)(C)C tert-butyl 3-(3-fluoro-4-(4,4,5,5-tetramethyl-1,3,2-dioxaborolan-2-yl)phenyl)morpholine-4-carboxylate